C(C)OC(=O)C=1N(C(=CC1)Br)COCC[Si](C)(C)C 5-bromo-1-{[2-(trimethylsilyl)ethoxy]methyl}-1H-pyrrole-2-carboxylic acid ethyl ester